C(C)(C)(C)OC(=O)N(C(C)C1=C(C=CC(=C1)F)NC1=C(C(=O)OC)C=C(C(=C1)C(F)(F)F)F)CCC1=NC(=CC=C1[N+](=O)[O-])OC Methyl 2-((2-(1-((tert-butoxycarbonyl)(2-(6-methoxy-3-nitropyridin-2-yl)ethyl)-amino)ethyl)-4-fluorophenyl)amino)-5-fluoro-4-(trifluoromethyl)benzoate